(3-butyl-cyclopentadienyl)zirconium C(CCC)C1=CC(C=C1)[Zr]